(t-butoxy)-glycine C(C)(C)(C)ONCC(=O)O